FC(C(=O)[O-])(ON1C2C=C(CN(C1=O)C2)N2N=CC=C2)F.[Li+].S(=O)(=O)(ON2C1C=C(CN(C2=O)C1)N1N=CC=N1)[O-].[Na+] sodium [7-oxo-3-(triazol-2-yl)-1,6-diazabicyclo[3.2.1]oct-3-en-6-yl] sulfate lithium difluoro-(7-oxo-3-pyrazol-1-yl-1,6-diaza-bicyclo[3.2.1]oct-3-en-6-yloxy)-acetate